3-amino-N-((3-((5-((3S,4S)-4-amino-3-methyl-2-oxa-8-aza-spiro[4.5]decan-8-yl)pyrazin-2-yl)thio)-2-chloro-phenyl)carbamoyl)pyrrolidine-1-sulfonamide NC1CN(CC1)S(=O)(=O)NC(NC1=C(C(=CC=C1)SC1=NC=C(N=C1)N1CCC2([C@@H]([C@@H](OC2)C)N)CC1)Cl)=O